COC(=O)N1C[C@@H](OCC1)CC1=C(N=C2N1C=CC(=C2)C)C2=C(C=C(C=C2F)N2N=CC(=C2)Br)F (S)-2-((2-(4-(4-bromo-1H-pyrazol-1-yl)-2,6-difluorophenyl)-7-methylimidazo[1,2-a]pyridin-3-yl)methyl)morpholine-4-carboxylic acid methyl ester